4-cyano-N-((1s,3s)-3-((5-(5-(methylsulfonyl)oxazol-2-yl)-1H-pyrrolo[2,3-b]pyridin-4-yl)amino)cyclobutyl)pyridine-2-sulfonamide C(#N)C1=CC(=NC=C1)S(=O)(=O)NC1CC(C1)NC1=C2C(=NC=C1C=1OC(=CN1)S(=O)(=O)C)NC=C2